ClCC\C(=C/CCCCCCCC)\C (Z)-1-chloro-3-methyl-3-dodecene